6-(2,6-dichlorophenyl)-2-(methylthio)-8-phenylpyrido[2,3-d]pyrimidin-7(8H)-one ClC1=C(C(=CC=C1)Cl)C1=CC2=C(N=C(N=C2)SC)N(C1=O)C1=CC=CC=C1